(S)-N-(1-(6-(4-fluoro-1H-pyrazol-1-yl)pyridin-3-yl)ethyl)-2-aza-spiro[3.3]heptane-6-carboxamide FC=1C=NN(C1)C1=CC=C(C=N1)[C@H](C)NC(=O)C1CC2(CNC2)C1